cyclohexyl ((4-nitrophenoxy)(phenoxy)phosphoryl)-L-alaninate [N+](=O)([O-])C1=CC=C(OP(=O)(OC2=CC=CC=C2)N[C@@H](C)C(=O)OC2CCCCC2)C=C1